COC(=O)C=1C=NC=C(C1)NCC1CC1 5-[(cyclopropylmethyl)amino]pyridin-3-carboxylic acid methyl ester